2-(4-((1-(4-cyanophenyl)-5-oxo-1,5-dihydro-4H-1,2,4-triazol-4-yl)methyl)-2,6-dimethylphenoxy)-2-methylpropanoic acid ethyl ester C(C)OC(C(C)(C)OC1=C(C=C(C=C1C)CN1C=NN(C1=O)C1=CC=C(C=C1)C#N)C)=O